FC1=CC=C(C=C1)C=1C=C2C(=C(C(N(C2=CC1)CCN1CCOCC1)=O)C(=O)NC1CC2(C1)CCC2)O 6-(4-fluorophenyl)-4-hydroxy-1-(2-morpholinoethyl)-2-oxo-N-(spiro[3.3]heptan-2-yl)-1,2-dihydroquinoline-3-carboxamide